tert-Butyl 5-methoxy-3-(2-oxo-2-(pyrrolidin-1-yl)ethyl)-1H-indole-1-carboxylate COC=1C=C2C(=CN(C2=CC1)C(=O)OC(C)(C)C)CC(N1CCCC1)=O